tert-butyl (2-bromo-3-fluorobenzyl)(methyl)carbamate BrC1=C(CN(C(OC(C)(C)C)=O)C)C=CC=C1F